(((6-chloro-1-methyl-1H-pyrazolo[3,4-d]pyrimidin-4-yl)amino)methyl)benzenesulfonamide ClC1=NC(=C2C(=N1)N(N=C2)C)NCC2=C(C=CC=C2)S(=O)(=O)N